CC1=CC=CC(=N1)OC1=CC=C(C=O)C=C1 4-((6-methylpyridin-2-yl)oxy)benzaldehyde